C1(=CC=CC=C1)C(C=C=[Ru](Cl)Cl)C1=CC=CC=C1 3,3-diphenylpropenylideneruthenium dichloride